methyl-8-((R)-1-(tert-butoxycarbonyl) piperidin-3-yl)-3-(2-hydroxy-6-methyl-4-(trifluoromethyl) phenyl)-7-oxo-5,6,7,8-tetrahydropyrido[2,3-c]pyridazine-6-carboxylate COC(=O)C1CC2=C(N=NC(=C2)C2=C(C=C(C=C2C)C(F)(F)F)O)N(C1=O)[C@H]1CN(CCC1)C(=O)OC(C)(C)C